ClC1=NC(=C2N(C=NC2=N1)C)N1CC2CCC(C1)N2C(=O)OC(C)(C)C tert-butyl 3-(2-chloro-7-methyl-7H-purin-6-yl)-3,8-diazabicyclo[3.2.1]octane-8-carboxylate